C[Si](C)(C)CCCOCNC(=O)C1=NC=CN=C1C=C N-((2-(trimethylsilyl)methylEthoxy)methyl)-3-vinyl-pyrazine-2-carboxamide